C(C1=CC=CC=C1)(=O)N1CCN(CC1)C(=O)C=1C(=NC(=C(C1O)C1=C(C=CC=C1OC)OC)CCCC)O 3-(4-benzoylpiperazine-1-carbonyl)-6-butyl-5-(2,6-dimethoxyphenyl)pyridine-2,4-diol